5-(4-methylpiperazin-1-yl-2,2,6,6-d4)-2-nitroaniline CN1CC(N(C(C1)([2H])[2H])C=1C=CC(=C(N)C1)[N+](=O)[O-])([2H])[2H]